C(C)N1C=NC2=C1C=C(C(=C2F)C#CC2=NN(C(=C2C(=O)N)NCCO)[C@@H]2CN([C@H](C2)COC)C(C=C)=O)F 3-[2-(1-Ethyl-4,6-difluoro-1,3-benzodiazol-5-yl)ethynyl]-5-[(2-hydroxyethyl)amino]-1-[(3S,5R)-5-(methoxymethyl)-1-(prop-2-enoyl)pyrrolidin-3-yl]pyrazole-4-carboxamide